(R)-N-(2-methoxy-4-(4-(4-methylpiperazin-1-yl)piperidin-1-yl)phenyl)-6-(3-(naphthalen-2-yl)isoxazolidin-2-yl)pyrimidin-4-amine COC1=C(C=CC(=C1)N1CCC(CC1)N1CCN(CC1)C)NC1=NC=NC(=C1)N1OCC[C@@H]1C1=CC2=CC=CC=C2C=C1